3-methyl-3-(4-nitrophenyl)oxetane CC1(COC1)C1=CC=C(C=C1)[N+](=O)[O-]